(6-Nitrobenzothiazol-2-yl)propan-2-ol [N+](=O)([O-])C1=CC2=C(N=C(S2)CC(C)O)C=C1